6-(3-iodobenzyl)-N-methyl-5'-carbamoyl-adenosine IC=1C=C(CC2(C3=NCN([C@H]4[C@H](O)[C@H](O)[C@@H](C(O)C(N)=O)O4)C3=NC=N2)NC)C=CC1